3-amino-N,N-dimethylbutanamide NC(CC(=O)N(C)C)C